ClC=1C=NC=C(C1[C@H](C)OC=1C=C2C(=NNC2=CC1)C=1C=NC(=CC1)N1CC2(CN(C2)S(=O)(=O)C)C1)Cl 5-[(1S)-1-(3,5-dichloro-4-pyridyl)ethoxy]-3-[6-(2-methylsulfonyl-2,6-diazaspiro[3.3]heptan-6-yl)-3-pyridyl]-1H-indazole